[3,4-Difluoro-2-(2-fluoro-4-iodoanilino)phenyl]{3-hydroxy-3-[(2S)-piperidin-2-yl]azetidin-1-yl}methanone FC=1C(=C(C=CC1F)C(=O)N1CC(C1)([C@H]1NCCCC1)O)NC1=C(C=C(C=C1)I)F